6-(3-isopropyl-5-(piperidin-4-yl)-1H-indol-2-yl)-1H-indazol-3-amine C(C)(C)C1=C(NC2=CC=C(C=C12)C1CCNCC1)C1=CC=C2C(=NNC2=C1)N